OC[C@H]1OCCC(N(C1)C(=O)OC(C)(C)C)(C)C tert-butyl (2S)-2-(hydroxymethyl)-5,5-dimethyl-1,4-oxazepane-4-carboxylate